2-(4-(2-((7-methoxy-[1,2,4]triazolo[1,5-a]pyridin-2-yl)amino)-2-oxoethyl)phenoxy)nicotinamide tert-butyl-(2-(3,4-dihydro-2H-benzo[b][1,4]dioxepin-7-yl)ethyl)carbamate C(C)(C)(C)N(C(O)=O)CCC1=CC2=C(OCCCO2)C=C1.COC1=CC=2N(C=C1)N=C(N2)NC(CC2=CC=C(OC1=C(C(=O)N)C=CC=N1)C=C2)=O